3-[5-[4-[[3-(4-nitrophenyl)-3,9-diazaspiro[5.5]undecan-9-yl]methyl]-1-piperidyl]-1-oxo-isoindolin-2-yl]piperidine-2,6-dione [N+](=O)([O-])C1=CC=C(C=C1)N1CCC2(CC1)CCN(CC2)CC2CCN(CC2)C=2C=C1CN(C(C1=CC2)=O)C2C(NC(CC2)=O)=O